N5-cyclopropyl-1-(3-hydroxybenzyl)-N3-methyl-2-oxo-1,2-dihydropyridine-3,5-dicarboxamide C1(CC1)NC(=O)C=1C=C(C(N(C1)CC1=CC(=CC=C1)O)=O)C(=O)NC